N-hexadecyl-pyridinium chloride [Cl-].C(CCCCCCCCCCCCCCC)[N+]1=CC=CC=C1